ClC=1C=C2C=NC(=NC2=CC1N1CCN(CC1)C1(COC1)C)NC=1C=NN(C1)CC1C[C@@H]([C@H](C1)F)F 6-chloro-N-(1-{[(3S,4S)-3,4-difluorocyclopentyl]methyl}-1H-pyrazol-4-yl)-7-[4-(3-methyloxetan-3-yl)piperazin-1-yl]quinazolin-2-amine